2-cyano-N-cyclopropyl-5-[1-[1-methyl-4-(1,1,2,2,2-pentafluoroethyl)-3-(trifluoromethyl)pyrrol-2-yl]pyrazol-4-yl]thiophene-3-carboxamide C(#N)C=1SC(=CC1C(=O)NC1CC1)C=1C=NN(C1)C=1N(C=C(C1C(F)(F)F)C(C(F)(F)F)(F)F)C